4-[3-(1H-pyrazol-3-yl)-1H-pyrazolo[4,3-b]-pyridin-5-yl]morpholine N1N=C(C=C1)C1=NNC=2C1=NC(=CC2)N2CCOCC2